5-amino-7-(3-cyanophenyl)-N-ethyl-8-(3-cyanopyridin-4-yl)imidazo[1,2-c]pyrimidine-2-carboxamide NC1=NC(=C(C=2N1C=C(N2)C(=O)NCC)C2=C(C=NC=C2)C#N)C2=CC(=CC=C2)C#N